3-carboxyethyl-1,1-dimethyl-9'-methoxyspiro[benzo[e]-indoline-2,3'-[3H]-naphtho[2,1-b][1,4]oxazine] C(=O)(O)CCN1C=2C=CC3=C(C2C(C12C=NC1=C(O2)C=CC2=CC=C(C=C21)OC)(C)C)C=CC=C3